4-ethynylphenylboronic Acid Pinacol Ester C(#C)C1=CC=C(C=C1)B1OC(C)(C)C(C)(C)O1